3-(4-iodo-3-methylphenyl)propionic acid IC1=C(C=C(C=C1)CCC(=O)O)C